NC1=NC(=NC(=C1NC(=O)C1(CC1)C)N)C1=NN(C2=NC=C(C=C21)F)CC2=C(C=CC=C2F)F N-(4,6-diamino-2-(1-(2,6-difluorobenzyl)-5-fluoro-1H-pyrazolo[3,4-b]pyridin-3-yl)pyrimidin-5-yl)-1-methylcyclopropane-1-carboxamide